ClC=1C=CC2=C(N=C(O2)N2CCC3(CC2)CCC(CC3)NC(=O)C=3OC(=CC3)S(=O)(=O)C3CC3)C1 N-[3-(5-chloro-1,3-benzoxazol-2-yl)-3-azaspiro[5.5]undecan-9-yl]-5-cyclopropylsulfonyl-furan-2-carboxamide